ClC1=C(C=CC(=C1)Cl)[C@@H](C)NC1=CC(=NC=2N1C=CN2)N2CCC(CC2)[C@@H]2CN(CCC2)C2CC(C2)(C(=O)O)C (1R,3r)-3-((R)-1'-(5-(((R)-1-(2,4-dichlorophenyl)ethyl)amino)imidazo[1,2-a]pyrimidin-7-yl)-[3,4'-bipiperidin]-1-yl)-1-methylcyclobutane-1-carboxylic acid